1-(4-(4-(Butyryl-L-prolyl)piperazin-1-yl)benzyl)-3,4-dichloro-5-hydroxy-1,5-dihydro-2H-pyrrol-2-one C(CCC)(=O)N1[C@@H](CCC1)C(=O)N1CCN(CC1)C1=CC=C(CN2C(C(=C(C2O)Cl)Cl)=O)C=C1